COC1=C(C=C(C=C1)C2=C(C(=O)C3=C(O2)C(=C(C(=C3OC)OC)OC)OC)OC)OC heptamethoxyflavone